ClC=1N=C(C2=C(N1)NC(=C2F)CCNC)NCC=2OC=CC2 2-chloro-5-fluoro-N-[(furan-2-yl)methyl]-6-[2-(methylamino)ethyl]-7H-pyrrolo[2,3-d]pyrimidin-4-amine